(S)-3,3'-bis(4-trifluoromethylphenyl)-1,1'-binaphthyl FC(C1=CC=C(C=C1)C=1C=C(C2=CC=CC=C2C1)C1=CC(=CC2=CC=CC=C12)C1=CC=C(C=C1)C(F)(F)F)(F)F